(2R)-2-[3-(1-cyclopropyl-1H-pyrazol-5-yl)-1,2,4-oxadiazol-5-yl]-1,1-difluoro-6-azaspiro[2.5]octane-6-sulfonamide C1(CC1)N1N=CC=C1C1=NOC(=N1)[C@@H]1C(C12CCN(CC2)S(=O)(=O)N)(F)F